BrC=1C=C(C=CC1)C([C@H](C(=O)O)[C@@H]1CN(CC1)C(=O)OC(C)(C)C)([2H])[2H] (S)-3-(3-bromophenyl)-2-((R)-1-(tert-butoxycarbonyl)pyrrolidin-3-yl)propanoic acid-3,3-d2